OC1=CC=2N(C(C(=C(N2)C(F)(F)F)C=2C=NN(C2)CCC(F)(F)F)=O)C=C1 8-Hydroxy-2-(trifluoromethyl)-3-(1-(3,3,3-trifluoropropyl)-1H-pyrazol-4-yl)-4H-pyrido[1,2-a]pyrimidin-4-one